BrC1=C(C(=C(C=C1)F)C(F)F)OC 1-bromo-3-(difluoromethyl)-4-fluoro-2-methoxybenzene